C(#N)C1=CC=C(OCCN(C2(CCOCC2)C(=O)NC2(CC2)C2=CC=C(C(=O)OC)C=C2)C)C=C1 Methyl 4-[1-[[4-[2-(4-cyanophenoxy)ethyl-methyl-amino]tetrahydropyran-4-carbonyl]amino]cyclopropyl]benzoate